2-(1-(3-(1-(1-methylpiperidin-4-yl)-1H-pyrazol-4-yl)phenyl)cyclopropyl)-3,5,6,7,8,9-hexahydro-4H-pyrimido[5,4-c]azepin-4-one CN1CCC(CC1)N1N=CC(=C1)C=1C=C(C=CC1)C1(CC1)C=1NC(C=2CNCCCC2N1)=O